manganese(II) pyrophosphate [O-]P([O-])(=O)OP(=O)([O-])[O-].[Mn+2].[Mn+2]